((6-(1-(2,6-dichlorophenyl)azetidin-3-yl)pyridin-3-yl)methyl)piperidine-4-carboxylic acid ClC1=C(C(=CC=C1)Cl)N1CC(C1)C1=CC=C(C=N1)CN1CCC(CC1)C(=O)O